C(#N)C=1C=C(C=NC1)C1=C(C=C2C(=CN(C2=C1)CC(C)(C)C)C(C)NS(=O)(=O)C1CC1)F N-[1-[6-(5-cyano-3-pyridyl)-1-(2,2-dimethylpropyl)-5-fluoro-indol-3-yl]ethyl]cyclopropanesulfonamide